CN(C=O)C.[P] phosphorus N,N-dimethylformamide